C12CCC(CC1)N2CC2=C(CNC=1C(=C(C(=CC1)F)S(=O)(=O)N(C=1N=CSC1)CC1=CC=C(C=C1)OC)F)C(=CC=C2)F ((2-((7-azabicyclo[2.2.1]heptan-7-yl)methyl)-6-fluorobenzyl)amino)-2,6-difluoro-N-(4-methoxybenzyl)-N-(thiazol-4-yl)benzenesulfonamide